1-((R)-3-biphenyl-4-yl-2-t-butoxycarbonylaminopropyl)-cyclopropanecarboxylic acid t-butyl ester C(C)(C)(C)OC(=O)C1(CC1)C[C@@H](CC1=CC=C(C=C1)C1=CC=CC=C1)NC(=O)OC(C)(C)C